tert-butyl 4-((6-chloro-3-(pyridin-4-ylcarbamoyl)pyridazin-4-ylamino)methyl)piperidine-1-carboxylate ClC1=CC(=C(N=N1)C(NC1=CC=NC=C1)=O)NCC1CCN(CC1)C(=O)OC(C)(C)C